2-((3-methyl-1-(8-methyl-8-azabicyclo[3.2.1]octan-3-yl)-1H-pyrazol-4-yl)amino)-4-((3-(3-oxo-1,4-oxazepan-4-yl)propyl)amino)pyrimidinecarbonitrile CC1=NN(C=C1NC1(NC=CC(=N1)NCCCN1C(COCCC1)=O)C#N)C1CC2CCC(C1)N2C